1-(5-bromopyrimidin-2-yl)ethan-1-one tert-Butyl-3-(4-(1,1-difluoro-2-hydroxypropoxy)-7-(thiazol-2-yl)benzo[d]oxazol-2-yl)-3,6-diazabicyclo[3.1.1]heptane-6-carboxylate C(C)(C)(C)OC(=O)N1C2CN(CC1C2)C=2OC1=C(N2)C(=CC=C1C=1SC=CN1)OC(C(C)O)(F)F.BrC=1C=NC(=NC1)C(C)=O